5-amino-N1-isopropyl-1H-imidazole-1,4-dicarboxamide NC1=C(N=CN1C(=O)NC(C)C)C(=O)N